ethyl 2-[3-(1-acetylpiperidin-4-yl)-4-(4,4,5,5-tetramethyl-1,3,2-dioxaborolan-2-yl) indazol-1-yl]acetate C(C)(=O)N1CCC(CC1)C1=NN(C2=CC=CC(=C12)B1OC(C(O1)(C)C)(C)C)CC(=O)OCC